6'-(2-chloro-5-fluoropyrimidin-4-yl)-2H-[1,2'-bipyridin]-2-one ClC1=NC=C(C(=N1)C1=CC=CC(=N1)N1C(C=CC=C1)=O)F